2-(2-(2-(2-Bromoethoxy)ethoxy)ethoxy)ethoxy-1H-benzo[d]imidazole BrCCOCCOCCOCCON1C=NC2=C1C=CC=C2